COC(=O)[C@H]1CN(C[C@H](O1)C)C1=C2C=CC=NC2=C(C=C1)Br (2R,6R)-4-(8-bromo-5-quinolyl)-6-methyl-morpholine-2-carboxylic acid methyl ester